COC1=CC=C(C=C1)S(=O)N 4-methoxybenzenesulfinamide